O=C1NC(CCC1N1C(C2=CC(=CC(=C2C1)OCC(=O)O)N1CCCCC1)=O)=O 2-((2-(2,6-dioxopiperidin-3-yl)-1-oxo-6-(piperidin-1-yl)isoindolin-4-yl)oxy)acetic acid